N[C@H](C(=O)NCCCNC(C1=C(C=C(C=C1)NC=1C=2N(C=CN1)C(=CN2)C2=C(C(=C(C=C2)OC)F)F)CC)=O)CCCNC(=N)N N-[3-[[(2S)-2-amino-5-carbamimidamidopentanoyl]amino]propyl]-4-[[3-(2,3-difluoro-4-methoxyphenyl)imidazo[1,2-a]pyrazin-8-yl]amino]-2-ethylbenzamide